6-(5-amino-3-pyridyl)-N-(1-phenylethyl)quinazolin-4-amine NC=1C=C(C=NC1)C=1C=C2C(=NC=NC2=CC1)NC(C)C1=CC=CC=C1